ClC=1C=C(C=CC1)CN(C(CC1=CN=C2N1C=CC=C2)=O)C2=CC=C(C=C2)C=2C=NNC2 N-[(3-chlorophenyl)methyl]-2-imidazo[1,2-a]pyridin-3-yl-N-[4-(1H-pyrazol-4-yl)phenyl]acetamide